Cl.NC\C=C(\CN1C(=C(C2=CC=CC=C12)CC1=CC=C(C=C1)S(=O)(=O)N(C)C)C)/F (Z)-4-((1-(4-amino-2-fluorobut-2-en-1-yl)-2-methyl-1H-indol-3-yl)methyl)-N,N-dimethylbenzenesulfonamide hydrochloride